1-(4-((7-(benzyloxy)-6-methoxyquinazolin-4-yl)oxy)-2-chlorophenyl)-3-(1-cyclopentyl-1H-pyrazol-4-yl)urea C(C1=CC=CC=C1)OC1=C(C=C2C(=NC=NC2=C1)OC1=CC(=C(C=C1)NC(=O)NC=1C=NN(C1)C1CCCC1)Cl)OC